FC1CC(NC1)C(=O)NC1=NC(=CN=C1)C(F)(F)F 4-fluoro-N-(6-(trifluoromethyl)pyrazin-2-yl)pyrrolidine-2-carboxamide